N-((5-(2-((6-methoxy-2-methylquinazolin-4-yl)thio)acetyl)thiophen-2-yl)methyl)-1-methyl-1H-imidazole-5-carboxamide COC=1C=C2C(=NC(=NC2=CC1)C)SCC(=O)C1=CC=C(S1)CNC(=O)C1=CN=CN1C